ClC=1C(=C2C=NNC2=C(C1F)C1OCC=C1)C=1N=CC=2N(C1)C=C(N2)NC(=O)C2C(C2)F N-(6-(5-chloro-7-(2,5-dihydrofuran-2-yl)-6-fluoro-1H-indazol-4-yl)imidazo[1,2-a]pyrazin-2-yl)-2-fluorocyclopropane-1-carboxamide